COC1=CC=C(C=C1)CN(C1=CC(=C(C(=N1)C1=CC(C(CC1C)C(=O)OCC)=O)C(F)(F)F)C)CC1=CC=C(C=C1)OC ethyl 4-[6-[bis[(4-methoxyphenyl) methyl] amino]-4-methyl-3-(trifluoromethyl)-2-pyridinyl]-5-methyl-2-oxo-cyclohex-3-en-1-carboxylate